2-(3-Bromophenoxy)-9-(4-(tert-butyl)pyridin-2-yl)-9H-carbazole BrC=1C=C(OC2=CC=3N(C4=CC=CC=C4C3C=C2)C2=NC=CC(=C2)C(C)(C)C)C=CC1